1'-binaphthyl-2,2'-diyl hydrogenphosphate P1(=O)(O)OC2=C(C3=CC=CC=C3C=C2)C2=C(C=CC3=CC=CC=C23)O1